C(=O)[O-].C(=O)[O-].C(=O)[O-].[Fe+3] iron(III) triformate